FC([C@H](C)N1N=CC(=C1)C(=O)N)(F)F 1-[(2S)-1,1,1-trifluoropropan-2-yl]-1H-pyrazole-4-carboxamide